Cl.NC[C@H]1CC[C@H](CC1)NC(OC(C)(C)C)=O tert-butyl (cis-4-(aminomethyl)-cyclohexyl)carbamate hydrochloride